3-Chloro-5-(1-(4-fluorophenyl)-1H-pyrazol-4-yl)benzyl-carbamic acid tert-butyl ester C(C)(C)(C)OC(NCC1=CC(=CC(=C1)C=1C=NN(C1)C1=CC=C(C=C1)F)Cl)=O